tert-butyl 3-(6-chloro-4-cyano-5-fluoro-3-methyl-2,7-naphthyridin-1-yl)-3,8-diazabicyclo[3.2.1]octane-8-carboxylate ClC=1C(=C2C(=C(N=C(C2=CN1)N1CC2CCC(C1)N2C(=O)OC(C)(C)C)C)C#N)F